N[C@H](C(=O)OCC1(N2CCC(C1=O)CC2)COC)C(C)C [2-(methoxymethyl)-3-oxo-1-azabicyclo[2.2.2]octan-2-yl]methyl (2S)-2-amino-3-methylbutanoate